CO[SiH2]CCCNCCC[SiH2]OC bis-(3-methoxysilylpropyl)-amine